N-(4-chloro-2-fluoro-3-(2-(oxetan-3-ylamino)-8,9-dihydroimidazo[1',2':1,6]pyrido[2,3-d]pyrimidin-6-yl)phenyl)-3-(2-cyanoprop-2-yl)benzamide ClC1=C(C(=C(C=C1)NC(C1=CC(=CC=C1)C(C)(C)C#N)=O)F)C1=CC2=C(N=C(N=C2)NC2COC2)N2C1=NCC2